CC=1C=C(C=2N(C(C=C(N2)N2CCOCC2)=O)C1)[C@@H](C)NC1=CC=CC=C1 |r| (±)-7-Methyl-2-(morpholin-4-yl)-9-(1-phenylaminoethyl)-pyrido[1,2-a]-pyrimidin-4-one